(2S)-2-(Dibutoxymethyl)morpholine C(CCC)OC([C@@H]1CNCCO1)OCCCC